1-((4-(4-fluorophenyl)-6-(trifluoromethoxy)-2H-chromen-3-yl)methyl)-4-methylpiperazine FC1=CC=C(C=C1)C1=C(COC2=CC=C(C=C12)OC(F)(F)F)CN1CCN(CC1)C